(5-(4-methylpiperazin-1-yl)pyridin-2-yl)amin CN1CCN(CC1)C=1C=CC(=NC1)N